CC1=NC(=CC(=N1)NC1=C(C(=O)NOCC)C(=CC=N1)NC1=C(C=C(C(=C1)F)C#C)N(S(=O)(=O)C)C)C ((2,6-dimethylpyrimidin-4-yl)amino)-N-ethoxy-4-((4-ethynyl-5-fluoro-2-(N-methylmethanesulfonamido)phenyl)amino)nicotinamide